N-(4-bromopyridin-2-yl)-3-[(4-methylpiperazin-1-yl)methyl]bicyclo[1.1.1]pentane-1-carboxamide BrC1=CC(=NC=C1)NC(=O)C12CC(C1)(C2)CN2CCN(CC2)C